9,9-bis(N,N-dimethylaminopropyl)fluoren CN(C)CCCC1(C2=CC=CC=C2C=2C=CC=CC12)CCCN(C)C